3-(3,5-ditert-butyl-4-hydroxy-phenyl)-N-[6-[3-(3,5-ditert-butyl-4-hydroxy-phenyl)propanoylamino]hexyl]propanamide C(C)(C)(C)C=1C=C(C=C(C1O)C(C)(C)C)CCC(=O)NCCCCCCNC(CCC1=CC(=C(C(=C1)C(C)(C)C)O)C(C)(C)C)=O